Cl.FC1=C(C=CC=C1)C1=CC(=CN1S(=O)(=O)C1=CC(=CC=C1)OCCCOC)CNC 1-(5-(2-fluorophenyl)-1-((3-(3-methoxypropoxy)phenyl)sulfonyl)-1H-pyrrol-3-yl)-N-methylmethanamine hydrochloride